2-chloro-4-oxo-3H,4H,5H-pyrrolo[3,2-d]pyrimidin-5-carboxylate ClC=1NC(C2=C(N1)C=CN2C(=O)[O-])=O